ClC=1C=C(C=CC1F)NC(N([C@H](C)C1=CNC(C2=CC=CC=C12)=O)C[C@@H](C)O)=O |&1:11| Racemic-3-(3-chloro-4-fluorophenyl)-1-((R)-2-hydroxypropyl)-1-(1-(1-oxo-1,2-dihydroisoquinolin-4-yl)ethyl)urea